2-methyl-N-((6-(trifluoromethyl)imidazolo[1,2-a]pyridin-2-yl)methyl)propan-1-amine CC(CNCC=1N=C2N(C=C(C=C2)C(F)(F)F)C1)C